C1(CC2C(CC1)O2)CCC[Si](OCC)(OCC)C 3-(3,4-epoxycyclohexyl)propyl-methyl-diethoxysilane